O1C[C@@H](OC2=NC=CC=C21)C2=CC=C(CN1CCC(CC1)C(=O)NC)C=C2 1-{4-[(3S)-2,3-dihydro[1,4]dioxino[2,3-b]pyridin-3-yl]benzyl}-N-methylpiperidine-4-carboxamide